N(C1=CC=CC=C1)C1=NN2C(O[C@@H](CC2)C)=C1C(=O)N[C@@H]1C(NC2=C(C(=N1)C1=CC=CC=C1)C=CC=C2)=O (5R)-2-anilino-5-methyl-N-[(3S)-2-oxo-5-phenyl-1,3-dihydro-1,4-benzodiazepine-3-yl]-6,7-dihydro-5H-pyrazolo[5,1-b][1,3]Oxazine-3-carboxamide